C(C)OC(=O)C1C(CC(C1)C1=C(C(=CC=C1OC)Cl)Cl)=O 4-(2,3-dichloro-6-methoxyphenyl)-2-oxocyclopentane-1-carboxylic acid ethyl ester